FC(C=1C=C(C=C(C1)C(F)(F)F)C1=NN(C=N1)C=1N=CN(C1[N+](=O)[O-])CCOC)(F)F 3-(3,5-bis(trifluoromethyl)phenyl)-1-(1-(2-methoxyethyl)-5-nitro-1H-imidazol-4-yl)-1H-1,2,4-triazole